C[C@@H]1N(C2=CC=CC=C2[C@@H](C1)NC1=CC=C(C=N1)N1N=NC(=C1)CNCC1=CC=C(C=C1)NC([O-])=O)C(CC)=O (4-((((1-(6-(((2S,4R)-2-methyl-1-propionyl-1,2,3,4-tetrahydroquinolin-4-yl)amino)pyridin-3-yl)-1H-1,2,3-triazol-4-yl)methyl)amino)methyl)phenyl)carbamate